COC(=O)C1=CC2=C(N=C(S2)N)C(=C1)C1CC1 2-amino-4-cyclopropyl-1,3-benzothiazole-6-carboxylic acid methyl ester